N-[2-(o-toluenesulfonyloxy)phenyl]-N'-[4-(o-toluenesulfonyloxy)phenyl]urea CC=1C(=CC=CC1)S(=O)(=O)OC1=C(C=CC=C1)NC(=O)NC1=CC=C(C=C1)OS(=O)(=O)C=1C(C)=CC=CC1